P(=O)(OC1=CC=CC=C1)(OC(C1=C(C=C(C=C1C)C)C)=O)[O-].[Na+] sodium phenyl (2,4,6-trimethylbenzoyl) phosphate